N-hydroxycytidine 5'-(2-methylpropanoate) CC(C(=O)OC[C@@H]1[C@H]([C@H]([C@@H](O1)N1C(=O)N=C(NO)C=C1)O)O)C